(5Z)-5-[[1-(3-chlorophenyl)pyrazol-4-yl]methylene]-2-thioxo-thiazolidin-4-one ClC=1C=C(C=CC1)N1N=CC(=C1)\C=C/1\C(NC(S1)=S)=O